ClC1=C2C(=NC(=N1)Cl)N(N=C2C)C2OCCCC2 4,6-dichloro-3-methyl-1-(oxan-2-yl)pyrazolo[3,4-d]pyrimidine